3-hydroxy-N-(3-methyl-1,1-dioxidothietan-3-yl)-1H-indazole-5-carboxamide OC1=NNC2=CC=C(C=C12)C(=O)NC1(CS(C1)(=O)=O)C